N-(5-((4-(2-methoxyacetamido)phenyl)ethynyl)-8-(methylamino)-2,7-naphthyridin-3-yl)cyclopropanecarboxamide COCC(=O)NC1=CC=C(C=C1)C#CC1=C2C=C(N=CC2=C(N=C1)NC)NC(=O)C1CC1